FC=1C=C2C(=C(NC2=C(C1)F)C1=CC=C(C=C1)F)C1CC(C1)CN(C(OC1=CC=C(C=C1)[N+](=O)[O-])=O)C 4-Nitrophenyl ((3-(5,7-difluoro-2-(4-fluorophenyl)-1H-indol-3-yl)cyclobutyl)methyl)(methyl)carbamate